7-bromo-4,5-dihydro-1H-benzo[d]azepin-3(2H)-carboxylic acid tert-butyl ester C(C)(C)(C)OC(=O)N1CCC2=C(CC1)C=C(C=C2)Br